ClC=1C(=CC(=NC1)C=C)N 5-chloro-2-vinylpyridin-4-amine